(R)-5-methylpyrrolidin-2-one C[C@@H]1CCC(N1)=O